NC1=NC(=NC=2N1N=C(N2)C=2OC=CC2)NCCC2=CC=C(C(=O)N)C=C2 4-(2-(7-amino-2-(furan-2-yl)-[1,2,4]triazolo[1,5-a][1,3,5]triazin-5-ylamino)ethyl)benzamide